COC=1C=CC=C2C(=NC=NC12)N1C[C@@H](CCC1)COCP(O)(O)=O (R)-(((1-(8-methoxyquinazolin-4-yl)piperidin-3-yl)methoxy)methyl)phosphonic acid